FC(C1=NN=C(S1)C1=NC(=NC2=CC=C(C=C12)S(=O)(=O)NC1(CC1)C)N1CCN(CC1)C)F 4-(5-(difluoromethyl)-1,3,4-thiadiazol-2-yl)-N-(1-methylcyclopropyl)-2-(4-methylpiperazin-1-yl)quinazoline-6-sulfonamide